7-benzyloxy-5-(4-fluorophenylethenyl)-2,2-dimethyl-4H-benzo[d][1,3]dioxin-4-one C(C1=CC=CC=C1)OC=1C=C(C2=C(OC(OC2=O)(C)C)C1)C=CC1=CC=C(C=C1)F